NC(CNC(C[Si](OCC)(OCC)OCC)C)C N-(beta-aminopropyl)-beta-aminopropyl-triethoxysilane